(3-(4-(trifluoromethyl)-phenoxy)-2,3-dihydro-1H-inden-5-yl)acrylamide FC(C1=CC=C(OC2CCC3=CC=C(C=C23)C(C(=O)N)=C)C=C1)(F)F